3-(octadec-17-yn-1-ylthio)propan-1-ol C(CCCCCCCCCCCCCCCC#C)SCCCO